N-(benzo[d][1,3]dioxol-5-yl)-2-(4-benzoylpiperazin-1-yl)acetamide tert-butyl-(S)-(1-(5-(4-(1-cyclohexylpiperidin-4-yl)phenyl)-3-methylthiophene-2-carbonyl)pyrrolidin-3-yl)carbamate C(C)(C)(C)N(C(O)=O)[C@@H]1CN(CC1)C(=O)C=1SC(=CC1C)C1=CC=C(C=C1)C1CCN(CC1)C1CCCCC1.O1COC2=C1C=CC(=C2)NC(CN2CCN(CC2)C(C2=CC=CC=C2)=O)=O